ClC=1C=C(C=2N(N1)C=CN2)C(=O)OC methyl 6-chloroimidazo[1,2-b]pyridazine-8-carboxylate